menthenediamine C1(C(=CC(CC1)C(C)C)N)(C)N